COC[C@@H](CNC1=C2C=CC=NC2=C(C=N1)C1=NC=C(C=C1)C(F)(F)F)O |r| racemic-1-methoxy-3-((8-(5-(trifluoromethyl)pyridin-2-yl)-1,6-naphthyridin-5-yl)amino)propan-2-ol